4-(4-(aminomethyl) isoindoline-2-carbonyl)-5-(benzyloxy)-1,3-phenylenebis(4-toluenesulfonate) NCC1=C2CN(CC2=CC=C1)C(=O)C1=C(C=C(C=C1OCC1=CC=CC=C1)CC1=CC=C(C=C1)S(=O)(=O)[O-])CC1=CC=C(C=C1)S(=O)(=O)[O-]